C1(=CC(=CC(=C1)CC(C(=O)N)(C)C)CC(C(=O)N)(C)C)CC(C(=O)N)(C)C 1,3,5-benzenetriyltris(2,2-dimethylpropanamide)